(2R,3S)-3-(2-((4-amino-2,6-dichlorophenyl)amino)-4,5-dihydro-1H-imidazole-1-carbonyl)-2-((1-methyl-1H-imidazol-5-yl)methyl)pentyl (9Z,12Z)-octadeca-9,12-dienoate C(CCCCCCC\C=C/C\C=C/CCCCC)(=O)OC[C@@H]([C@H](CC)C(=O)N1C(=NCC1)NC1=C(C=C(C=C1Cl)N)Cl)CC1=CN=CN1C